5-azaspiro[2.4]heptane-7-ol hydrochloride Cl.C1CC12CNCC2O